4-(1-prop-2-enoyl-3,6-dihydro-2H-pyridin-5-yl)spiro[5,7,8,9-tetrahydrocarbazole-6,1'-cyclopropane]-1-carboxamide C(C=C)(=O)N1CCC=C(C1)C1=CC=C(C=2NC=3CCC4(CC4)CC3C12)C(=O)N